5-(4-((3,4-dichloro-2-fluorophenyl)amino)-7-methoxy-quinazolin-6-yl)-3,6-dihydropyridine-1(2H)-carbonitrile ClC=1C(=C(C=CC1Cl)NC1=NC=NC2=CC(=C(C=C12)C1=CCCN(C1)C#N)OC)F